NC1=NC=CC=C1C1=NC=2C(=NC=CC2)N1C1=CC=C(CNC(C2=CN=C(C=C2)C#N)=O)C=C1 N-(4-(2-(2-aminopyridin-3-yl)-3H-imidazo[4,5-b]pyridin-3-yl)benzyl)-6-cyanonicotinamide